4-ethyl-4-propyl-morpholinium C(C)[N+]1(CCOCC1)CCC